(R)-N-(2-(4-Cyanothiazolidin-3-yl)-2-oxoethyl)-6-(3,3-difluoropyrrolidin-1-yl)quinoline-4-carboxamide C(#N)[C@H]1N(CSC1)C(CNC(=O)C1=CC=NC2=CC=C(C=C12)N1CC(CC1)(F)F)=O